3-[2-[(1R)-1-(3,6-Dimethyl-4-oxo-2-phenyl-chromen-8-yl)ethoxy]phenyl]-4H-1,2,4-oxadiazol-5-one CC1=C(OC2=C(C=C(C=C2C1=O)C)[C@@H](C)OC1=C(C=CC=C1)C1=NOC(N1)=O)C1=CC=CC=C1